N-(2,6-difluorobenzyl)-2-(3-(6-methylpyridin-2-yl)-4-(quinolin-4-yl)-1H-pyrazol-1-yl)acetamide FC1=C(CNC(CN2N=C(C(=C2)C2=CC=NC3=CC=CC=C23)C2=NC(=CC=C2)C)=O)C(=CC=C1)F